Cl.Cl.C1(CCCCC1)C1=CC2=C(C=N1)C(CN2C(CN2[C@H](CN[C@@H](C2)C)COC)=O)(C)C 1-{6-Cyclohexyl-3,3-dimethyl-1H,2H,3H-pyrrolo[3,2-c]pyridin-1-yl}-2-[(2R,5R)-2-(methoxymethyl)-5-methylpiperazin-1-yl]ethan-1-one dihydrochloride